FC1(CCC(CC1)NC1=CC(=NC(=N1)N1N=C(C=C1)C)OC1CC(C1)=O)F 3-((6-((4,4-difluorocyclohexyl)amino)-2-(3-methyl-1H-pyrazol-1-yl)pyrimidin-4-yl)oxy)cyclobutan-1-one